4-diisooctylphosphoryl-1-(4-decylphenyl)butane-1,3-dione C(CCCCC(C)C)P(=O)(CCCCCC(C)C)CC(CC(=O)C1=CC=C(C=C1)CCCCCCCCCC)=O